tert-Butyl 1-[[6-hydroxyhexyl(methyl)amino]-oxomethyl]-1-cyclopentanecarboxylate OCCCCCCN(C)C(C1(CCCC1)C(=O)OC(C)(C)C)=O